FC(S(=O)(=O)OC1C(NC(CC1)=O)=O)(F)F 2,6-dioxopiperidin-3-yl trifluoromethanesulfonate